CC(C(=O)ON=NOC(C(C)C)=O)C 2'-azo bis-(2-methyl propionate)